1,1-bis(4-hydroxyphenyl)isobutane ethyl-4-{[(1S)-2-hydroxy-1-phenylethyl]amino}-2-{[3-methyl-4-(methylsulfonyl)phenyl]amino}-pyrimidine-5-carboxylate C(C)OC(=O)C=1C(=NC(=NC1)NC1=CC(=C(C=C1)S(=O)(=O)C)C)N[C@H](CO)C1=CC=CC=C1.OC1=CC=C(C=C1)C(C(C)C)C1=CC=C(C=C1)O